5-chloro-2-(4,4-difluoroazepan-1-yl)-N-(4-fluoro-3-(N'-hydroxycarbamimidoyl)phenyl)-4-(trifluoromethyl)benzamide ClC=1C(=CC(=C(C(=O)NC2=CC(=C(C=C2)F)C(N)=NO)C1)N1CCC(CCC1)(F)F)C(F)(F)F